FC(C1=CC=CC(=N1)C1=CC=C(C=O)C=C1)(F)F 4-(6-(trifluoromethyl)pyridin-2-yl)benzaldehyde